FC1=C(OC2=C(C=C(C=C2)S(=O)(=O)CCCCOC2CCN(CC2)C(=O)OC(C)(C)C)C=2C3=C(C(N(C2)C)=O)N(C=C3)S(=O)(=O)C3=CC=C(C=C3)C)C=CC(=C1)F tert-butyl 4-[4-[4-(2,4-difluorophenoxy)-3-[6-methyl-7-oxo-1-(p-tolylsulfonyl) pyrrolo[2,3-c]pyridin-4-yl]phenyl]sulfonylbutoxy]piperidine-1-carboxylate